FC1=C(C(=O)N2CCN(CC2)CC=2C=C(C=CC2)C2C(NC(CC2)=O)=O)C=C(C=C1)CC1=NNC(C2=CC=CC=C12)=O 3-(3-((4-(2-fluoro-5-((4-oxo-3,4-dihydrophthalazin-1-yl)methyl)benzoyl)piperazin-1-yl)methyl)phenyl)piperidine-2,6-dione